(1-cyclopropylethyl)isoindol-4-ol Isobutyl-carbonochloridate C(C(C)C)[ClH]C(=O)OC=1C2=CNC(=C2C=CC1)C(C)C1CC1